1-benzyl-N-(4-methyl-5-oxo-2-vinyl-5,6,7,8-tetrahydro-4H-pyrazolo[1,5-a][1,3]diazepin-6-yl)-1H-1,2,4-triazole-3-carboxamide C(C1=CC=CC=C1)N1N=C(N=C1)C(=O)NC1C(N(C=2N(CC1)N=C(C2)C=C)C)=O